α,α,α',α'-tetramethyl-1,3-benzenedipropionic acid CC(C(=O)O)(CC1=CC(=CC=C1)CC(C(=O)O)(C)C)C